methyl 2-cyano-4-(3-(3-(3-((1r,3r)-3-((5-(5-methyl-5H-pyrido[4,3-b]indol-7-yl)pyridin-2-yl)oxy)cyclobutoxy)propoxy)propoxy)azetidin-1-yl)benzoate C(#N)C1=C(C(=O)OC)C=CC(=C1)N1CC(C1)OCCCOCCCOC1CC(C1)OC1=NC=C(C=C1)C=1C=CC=2C3=C(N(C2C1)C)C=CN=C3